2-bromo-6-((4-(4,4-dimethylpiperidin-1-yl)phenyl)amino)-3,5-difluoro-4-methoxyphenol BrC1=C(C(=C(C(=C1F)OC)F)NC1=CC=C(C=C1)N1CCC(CC1)(C)C)O